1-ethyl-6-fluoro-7-(4-((5-(pyridin-3-yl)-2-sulfanyl-1,3,4-oxadiazol-3(2H)-yl)methyl)piperazin-1-yl)-4-oxo-1,4-dihydroquinoline-3-carboxylic acid C(C)N1C=C(C(C2=CC(=C(C=C12)N1CCN(CC1)CN1C(OC(=N1)C=1C=NC=CC1)S)F)=O)C(=O)O